FC1=CC=C(C=C1)NC(=O)C1(CC1)C(=O)NC1=CC=C(C=C1)OC1=CC=NC2=CC(=CC=C12)C1=NN(C=C1)C 1-N'-(4-fluorophenyl)-1-N-[4-[7-(1-methylpyrazol-3-yl)quinolin-4-yl]oxyphenyl]cyclopropane-1,1-dicarboxamide